C(CC(C)C)C1=CC=C(C2=CC=C(C2=C1)C)C 7-isopentyl-1,4-dimethyl-azulene